ClC1=C(C=CC=C1)SC(F)(F)F 1-chloro-2-[(trifluoromethyl)sulfanyl]benzene